COC1=CC=C2C=NN(C2=C1NS(=O)(=O)C=1C=NC(=CC1)N1N=CC(=C1)C(F)(F)F)C N-(6-methoxy-1-methylindazol-7-yl)-6-[4-(trifluoromethyl)pyrazol-1-yl]pyridine-3-sulfonamide